[N+](=O)([O-])C1=C(C=CC=C1)[C@H]1C2=C(NC(C1)=O)N(N=C2C)C2=CC=CC=C2 (S)-4-(2-Nitrophenyl)-3-methyl-monophenyl-1,4,5,7-tetrahydro-6H-pyrazolo[3,4-b]pyridin-6-one